N-(2-(4-((S)-4-cyclopropyl-3-methylpiperazine-1-yl)piperidine-1-yl)-5-((6-((R)-3-(2,3-difluorophenyl)isoxazolidine-2-yl)pyrimidine-4-yl)amino)-4-methoxyphenyl)acrylamide C1(CC1)N1[C@H](CN(CC1)C1CCN(CC1)C1=C(C=C(C(=C1)OC)NC1=NC=NC(=C1)N1OCC[C@@H]1C1=C(C(=CC=C1)F)F)NC(C=C)=O)C